FC1=CC=C(C=C1)N1N=NC(=C1COC1=NC=2CCN(CC2C=C1)C(C)=O)C 1-(2-{[1-(4-fluorophenyl)-4-methyl-1H-1,2,3-triazol-5-yl]methoxy}-5,6,7,8-tetrahydro-1,6-naphthyridin-6-yl)ethan-1-one